4,5-dimethyloxazol-2-amine CC=1N=C(OC1C)N